FC(C(C(C1(C(C(C(C(C1(F)F)(F)F)(F)F)(F)F)(F)F)F)(F)F)(F)F)(S(=O)(=O)O)F perfluoro(cyclohexylpropyl)sulfonic acid